N-benzyl-tertiary butylamine C(C1=CC=CC=C1)NC(C)(C)C